FC1=CC(=C(C=C1)C1=CC(=CC=C1)C=1OC2=C(N1)C=C(C=C2C(F)(F)F)CNC(C)C)C2=NN=CN2C N-((2-(4'-Fluoro-2'-(4-methyl-4H-1,2,4-triazol-3-yl)-[1,1'-biphenyl]-3-yl)-7-(trifluoromethyl)benzo[d]oxazol-5-yl)methyl)propan-2-amine